(R)-1-(2-chloropyridin-3-yl)ethyl (4-(5-(4-fluorobicyclo[2.2.2]octane-1-carboxamido)pyridin-2-yl)-1-methyl-1H-1,2,3-triazol-5-yl)carbamate FC12CCC(CC1)(CC2)C(=O)NC=2C=CC(=NC2)C=2N=NN(C2NC(O[C@H](C)C=2C(=NC=CC2)Cl)=O)C